NC=1C=CC(=C(C1)B(O)O)CNC(=O)OC(C)(C)C 5-AMINO-2-((TERT-BUTOXYCARBONYLAMINO)METHYL)PHENYLBORONIC ACID